O=C1C=CC=NN1C[C@@H]1CCN(CC12CCCC2)C(=O)OC(C)(C)C tert-Butyl (R)-10-((6-oxopyridazin-1(6H)-yl)methyl)-7-azaspiro[4.5]decane-7-carboxylate